1-(2-chloroethyl)pyrrolidine HCl salt Cl.ClCCN1CCCC1